C(CCCCC(C)C)CC(C)(C)C(C(=O)[O-])(C)C1=CC=C(C=C1)O (Isooctyl 1,1-dimethylethyl)-4-hydroxyphenylpropionate